1-(3-(benzylamino)-2-(furan-3-yl)imidazo[1,2-a]pyridin-5-yl)naphthalen-2-ol C(C1=CC=CC=C1)NC1=C(N=C2N1C(=CC=C2)C2=C(C=CC1=CC=CC=C21)O)C2=COC=C2